C(C)(=O)N1CCC2(CC(C(N2)=O)CC(C(=O)OC)NC([C@H](CC2=CC=CC=C2)NC(=O)C2=NC3=CC=CC=C3N=C2)=O)CC1 methyl 3-(8-acetyl-2-oxo-1,8-diazaspiro[4.5]decan-3-yl)-2-((S)-3-phenyl-2-(quinoxaline-2-carboxamido)propanamido)propanoate